C(C)(C)(C)OC(N[C@H](CC=1C(=NC(=C(C1)OCC1CC1)Cl)I)C(C)(C)C)=O (R)-(1-(6-chloro-5-(cyclopropylmethoxy)-2-iodopyridin-3-yl)-3,3-dimethylbut-2-yl)carbamic acid tert-butyl ester